ClC1=CC=C(C=C1)N1C(N(N=C1)C1=NC=C(C=C1S(=O)(=O)CC)C1=NC=2N(C=C1)N=C(C2)C(F)(F)F)=O 4-(4-chlorophenyl)-2-(3-(ethylsulfonyl)-5-(2-(trifluoromethyl)pyrazolo[1,5-a]pyrimidin-5-yl)pyridin-2-yl)-2,4-dihydro-3H-1,2,4-triazol-3-one